O1C(COC2=NC=CC=C21)COC2=NC(N1C(C3=CC=C(C=C3CC1)C#CC(C1=CC=CC=C1)O)=C2)=O 2-(2,3-Dihydro-[1,4]dioxino[2,3-b]pyridin-2-ylmethoxy)-9-(3-hydroxy-3-phenyl-prop-1-ynyl)-6,7-dihydro-pyrimido[6,1-a]isoquinolin-4-one